COC(C1CCN(CC1)C1=C(C=CC2=C1N(C(N2)=O)C)OC)OC 7-(4-(Dimethoxymethyl)piperidin-1-yl)-6-methoxy-1-methyl-1H-benzo[d]imidazol-2(3H)-one